(R)-N2-(3-chloro-4-fluorophenyl)-N4-(1-cyclopropylethyl)-8-(1,2,3,6-tetrahydropyridin-4-yl)quinazoline-2,4-diamine ClC=1C=C(C=CC1F)NC1=NC2=C(C=CC=C2C(=N1)N[C@H](C)C1CC1)C=1CCNCC1